2-fluoro-4-(2-(9-(methyl-(7H-pyrrolo[2,3-d]pyrimidin-4-yl)amino)-3-azaspiro[5.5]undec-3-yl)-2-oxoethoxy)benzonitrile FC1=C(C#N)C=CC(=C1)OCC(=O)N1CCC2(CC1)CCC(CC2)N(C=2C1=C(N=CN2)NC=C1)C